FCCCN1N=CN=C1C(=O)O 1-(3-fluoropropyl)-1H-1,2,4-triazole-5-carboxylic acid